1-(1-((2-methyl-5-(3-methyl-1,2,4-thiadiazol-5-yl)phenyl)glycyl)indolin-4-yl)-1H-pyrrole-2,5-dione CC1=C(C=C(C=C1)C1=NC(=NS1)C)NCC(=O)N1CCC2=C(C=CC=C12)N1C(C=CC1=O)=O